CC(C(=O)OC[C@@H]1OC[C@H](OC1)COCC1=CC=CC=C1)C[C@@H](C)[C@H]1CC[C@H]2[C@@H]3C([C@@H]([C@@H]4C=CCC[C@]4(C)[C@H]3CC[C@]12C)CC)=O ((2r,5r)-5-(benzyloxymethyl)-1,4-dioxan-2-yl)methanol methyl-6α-ethyl-7-oxo-5β-chol-3-ene-24-oate